N-(4-cyclohexylphenyl)-N-(9,9-dimethyl-9H-fluoren-2-yl)amine C1(CCCCC1)C1=CC=C(C=C1)NC1=CC=2C(C3=CC=CC=C3C2C=C1)(C)C